2-hydroxy-4-tert-butoxy-4'-methoxybenzophenone OC1=C(C(=O)C2=CC=C(C=C2)OC)C=CC(=C1)OC(C)(C)C